1-(but-3-yn-2-yl)-N-(1-cyclohexyl-2-((4-(3,5-dimethyl-1H-pyrazol-4-yl)phenyl)amino)-2-oxoethyl-1-d)-1H-pyrazole-5-carboxamide CC(C#C)N1N=CC=C1C(=O)NC(C(=O)NC1=CC=C(C=C1)C=1C(=NNC1C)C)([2H])C1CCCCC1